N'-hydroxy-4-(propylthio)-1,2,5-oxadiazole-3-carboximidamide ON=C(N)C1=NON=C1SCCC